ClC1=C2C(=NC=C1)NC(=C2C=2C=CC(=C(C2)NC(C=C)=O)C)C=2C=NC(=CC2)N2CCOCC2 N-(5-(4-chloro-2-(6-morpholinopyridin-3-yl)-1H-pyrrolo[2,3-b]pyridin-3-yl)-2-methylphenyl)acrylamide